4-(5-fluoro-2-methoxypyridin-4-yl)-9-methyl-3,4,7,15-tetraazatricyclo[12.3.1.02,6]Octadecan-1(18),2,5,14,16-pentaen-8-one FC=1C(=CC(=NC1)OC)N1N=C2C=3C=CN=C(CCCCC(C(NC2=C1)=O)C)C3